(2S)-4-(cyanomethyl)pyrrolidine-1,2-dicarboxylic acid 1-tert-butyl ester 2-methyl ester COC(=O)[C@H]1N(CC(C1)CC#N)C(=O)OC(C)(C)C